COC1=CC=C2C(=CC(=NC2=C1)C1=CC=CC=C1)C(=O)NC1=NC(=NS1)OC 7-methoxy-N-(3-methoxy-1,2,4-thiadiazol-5-yl)-2-phenylquinoline-4-carboxamide